4'-((propane-1,3-diylbis(oxy))bis(6-methoxybenzo[b]selenophene-5,2-diyl))bis(N-methoxy-4-oxobutanamide) C(CCOC1=CC2=C([Se]C(=C2)C(C(=O)NOC)CC=O)C=C1OC)OC1=CC2=C([Se]C(=C2)C(C(=O)NOC)CC=O)C=C1OC